C[C@@H]1[C@H]2CC[C@@H](C1)N2 (1R,2S,4S)-2-methyl-7-azabicyclo[2.2.1]heptan